OCC1=CC=C(C=N1)C1(CC1)C#N 1-(6-(hydroxymethyl)pyridin-3-yl)cyclopropane-1-carbonitrile